(S,E)-1-(2-ethyl-4-(1-(((2-fluoro-4-(5-fluoropyrazin-2-yl)-5-methylbenzyl)oxy)imino)ethyl)benzyl)pyrrolidine-3-carboxylic acid C(C)C1=C(CN2C[C@H](CC2)C(=O)O)C=CC(=C1)/C(/C)=N/OCC1=C(C=C(C(=C1)C)C1=NC=C(N=C1)F)F